[C+4].[Si]([O-])([O-])([O-])[O-].[Si+2]=O silicon oxide (silicate) carbon